4-Methyl-N-(4-methyl[1,1'-biphenyl]-3-yl)[1,1'-biphenyl]-3-amine CC1=C(C=C(C=C1)C1=CC=CC=C1)NC=1C=C(C=CC1C)C1=CC=CC=C1